N-((S)-3-cyclohexyl-1-(((R)-4-(methylamino)-3,4-dioxo-1-((S)-2-oxopyrrolidin-3-yl)butan-2-yl)amino)-1-oxopropan-2-yl)-9-hydroxy-9H-fluorene-9-carboxamide C1(CCCCC1)C[C@@H](C(=O)N[C@H](C[C@H]1C(NCC1)=O)C(C(=O)NC)=O)NC(=O)C1(C2=CC=CC=C2C=2C=CC=CC12)O